6-Chloroisoquinolin-4-amine ClC=1C=C2C(=CN=CC2=CC1)N